C1(CCCCC1)C(CC(CCCCC)C)(O)C1CCCC1 1-Cyclohexyl-1-cyclopentyl-3-methyl-octan-1-ol